N[C@@H]1CN(CC1)C(=O)C=1SC(=CC1C)C1=CC=C(C=C1)C1CCN(CC1)C1CCOCC1 (S)-(3-aminopyrrolidin-1-yl)(3-methyl-5-(4-(1-(tetrahydro-2H-pyran-4-yl)piperidin-4-yl)phenyl)thiophen-2-yl)methanone